C(C)N1N=C(N=C1C1CCC(CC1)N1CCC2(CS(C2)(=O)=O)CC1)C=1C=NC(=CC1)C(F)(F)F 7-(4-(1-Ethyl-3-(6-(trifluoromethyl)pyridin-3-yl)-1H-1,2,4-triazol-5-yl)cyclohexyl)-2-thia-7-azaspiro[3.5]nonane 2,2-dioxide